N-[(3-bromo-1-{(2RS)-2-[(tert-butoxycarbonyl)amino]propyl}-1H-pyrazol-5-yl)methyl]-N,N-diethylethanaminium methanesulfonate CS(=O)(=O)[O-].BrC1=NN(C(=C1)C[N+](CC)(CC)CC)C[C@@H](C)NC(=O)OC(C)(C)C |r|